(5R,8S)-N-(3-chloro-4-(trifluoromethyl)phenyl)-2-fluoro-6,7,8,9-tetrahydro-5H-5,8-epiminocyclohepta[d]pyrimidine-10-carboxamide ClC=1C=C(C=CC1C(F)(F)F)NC(=O)N1[C@@H]2CC[C@H]1CC=1N=C(N=CC12)F